C12CCCC(CCC1)N2CCN 2-(9-azabicyclo[3.3.1]nonan-9-yl)ethanamine